[I-].C(CCC)[N+]1=CC(C2=CC=CC=C12)(C)C 1-butyl-3,3-dimethyl-indol-1-ium iodide